C1(=CC=CC=C1)S(=O)(=O)N1C=CC=2C1=NC=CC2C2=C(C=C(C=C2)NC(=O)[C@@H](CC(C)C)NC(OC(C)(C)C)=O)C tert-Butyl N-[(1R)-1-[[4-[1-(Benzenesulfonyl)pyrrolo[2,3-b]pyridin-4-yl]-3-methyl-phenyl]carbamoyl]-3-methyl-butyl]carbamate